C(C)OC1=C(C=C2CCN(C(C2=C1)CCC1=CNC2=CC=C(C=C12)OC)C(=O)C1=CC=NC=C1)OC (7-ethoxy-6-methoxy-1-(2-(5-methoxy-1H-indol-3-yl)ethyl)-3,4-dihydroisoquinolin-2(1H)-yl)(pyridin-4-yl)methanone